[C@@H]1(CCC12OCCO2)N2N=CC(=C2)C=2C(=C(C=CC2)C2=NN(C1=CN=C(C=C12)NC(=O)C1CC1)C)OC (S)-N-(3-(3-(1-(5,8-dioxaspiro[3.4]octan-1-yl)-1H-pyrazol-4-yl)-2-methoxyphenyl)-1-methyl-1H-pyrazolo[3,4-c]pyridin-5-yl)cyclopropanecarboxamide